ClC1=C2C(N(C(NC2=C(C=C1)S(=O)(=O)C1=CC=C2C=CN(C2=C1)[C@H]1[C@H](C1)CC(=O)O)=O)O)=O.ClC1=C2C(N(C(NC2=CC=C1)=O)O)=O 5-chloro-3-hydroxyquinazoline-2,4(1H,3H)-dione (1R,2R)-2-(6-((5-chloro-3-hydroxy-2,4-dioxo-1,2,3,4-tetrahydroquinazolin-8-yl)sulfonyl)-1H-indol-1-yl)cyclopropylacetate